4-(2-chlorophenyl)-1-(ethylamino)-6-(trifluoromethyl)-3H-pyrido[1,2-c]Pyrimidine-3-one ClC1=C(C=CC=C1)C1=C2N(C(=NC1=O)NCC)C=CC(=C2)C(F)(F)F